N-(1-(2-(Dimethylamino)-7-fluoroquinolin-4-yl)cyclopropyl)-2-methyl-5-((1-methylazetidin-2-yl)methoxy)benzamide CN(C1=NC2=CC(=CC=C2C(=C1)C1(CC1)NC(C1=C(C=CC(=C1)OCC1N(CC1)C)C)=O)F)C